O=C(C(=O)[O-])C(CC)C keto-beta-methylvalerate